CCNCCOC(C)O 2-(2-ethylamino)ethoxyethanol